N-(2-bromo-5-(methylsulfonyl)phenyl)tetrahydro-2H-pyran-4-amine BrC1=C(C=C(C=C1)S(=O)(=O)C)NC1CCOCC1